C[C@@]1([C@@H](C2=CC3=NC(=CC4=C(C(=C([N-]4)C=C5[C@@]([C@@H](C(=N5)C=C1[N-]2)CCC(=O)[O-])(C)CC(=O)[O-])CC(=O)[O-])CCC(=O)[O-])C(=C3CC(=O)[O-])CCC(=O)[O-])CCC(=O)[O-])CC(=O)[O-].[Ni] The molecule is a cyclic tetrapyrrole anion obtained by deprotonation of the carboxy groups of nickel-sirohydrochlorin; major species at pH 7.3. It is a conjugate base of a nickel-sirohydrochlorin.